chloromalonic acid ClC(C(=O)O)C(=O)O